6-(1-methyl-1H-pyrazol-4-yl)-3-(4-(phenethylsulfonyl)piperazin-1-yl)pyrazolo[1,5-a]pyridine CN1N=CC(=C1)C=1C=CC=2N(C1)N=CC2N2CCN(CC2)S(=O)(=O)CCC2=CC=CC=C2